butyl 3,4-dihydroxypyrrolidine-1-carboxylate OC1CN(CC1O)C(=O)OCCCC